C1(CC1)N1C(=NC2=C1C=C(C(=C2)NC=2SC(=NN2)C2=CC(=CC=C2)C(F)(F)F)F)C2=CC=C(C=C2)F N-(1-cyclopropyl-6-fluoro-2-(4-fluorophenyl)-5-benzimidazolyl)-5-(3-trifluoromethylphenyl)-1,3,4-thiadiazol-2-amine